C(C)(C)(C)OC(NC1=NC(=CC(=C1)NC1=NC=CC=C1)C(NC1=CC=CC=C1)=O)=O (6-(Phenylcarbamoyl)-4-(pyridin-2-ylamino)pyridin-2-yl)carbamic acid tert-butyl ester